CN1C(=NC2=C1C=C(C=C2)C2=CC=C(C=C2)C(N(C(=O)C2CCCCC2)C=2C=C(C=CC2)/C=C/C(=O)OC)[2H])C methyl (E)-3-(3-(N-((4-(1,2-dimethyl-1H-benzo[d]imidazol-6-yl)phenyl)methyl-d)cyclohexanecarboxamido)phenyl)acrylate